FC(C[C@@H](C(=O)NC1=NC=CC(=C1)C1=C(C2=NC(=CC(=C2N1)OCCOC)F)C1=NC=CC=C1)C1=CC=C(C=C1)F)F (2R)-4,4-difluoro-N-{4-[5-fluoro-7-(2-methoxyethoxy)-3-(pyridin-2-yl)-1H-pyrrolo[3,2-b]pyridin-2-yl]pyridin-2-yl}-2-(4-fluorophenyl)butanamide